5-fluoro-1,3-dimethyl-pyrazole-4-carboxamide FC1=C(C(=NN1C)C)C(=O)N